CN(C)CC=1N(C(=NN1)SC1=C(C(=O)NC2=NC=C(C=C2F)C(C(C(F)(F)F)(F)F)(F)F)C=C(C=C1)[N+](=O)[O-])C 2-({5-[(dimethylamino)methyl]-4-methyl-4H-1,2,4-triazol-3-yl}sulfanyl)-N-[3-fluoro-5-(1,1,2,2,3,3,3-heptafluoropropyl)pyridin-2-yl]-5-nitrobenzamide